C(C)OCC1(CCN(CC1)C1=CC=C(N(C)C)C=C1)CCC1=CC=CC=C1 4-(4-(ethoxymethyl)-4-phenethyl-piperidin-1-yl)-N,N-dimethylaniline